rac-7-bromo-5-methoxy-2-((1S*,2S*)-2-(4-methylpyrimidin-2-yl)cyclopropyl)quinoline BrC1=CC(=C2C=CC(=NC2=C1)[C@@H]1[C@H](C1)C1=NC=CC(=N1)C)OC |r|